ClC1=C(N=CC=2N=C([C@@H](N=C(C21)C2=C(C=CC=C2F)F)C)N)C(F)(F)F (3S)-6-chloro-5-(2,6-difluorophenyl)-3-methyl-7-(trifluoromethyl)-3H-pyrido[3,4-e][1,4]diazepine-2-Amine